(1-Methylpiperidin-4-yl)(8-(3-(trifluoromethoxy)phenyl)-1,3,4,5-tetrahydro-2H-1,5-methanobenzo[c]azepin-2-yl)methanone CN1CCC(CC1)C(=O)N1C2C3=C(C(CC1)C2)C=CC(=C3)C3=CC(=CC=C3)OC(F)(F)F